[N+](=O)([O-])C1=CC=C(O1)C(=O)O 5-nitrofuran-2-carboxylic acid